O[C@H](COC=1C=C(C=CC1)S(=O)(=O)N)CN[C@H]1COC2(C1)CCN(CC2)S(=O)(=O)C2=CN(C1=CC=CC=C1C2=O)C 3-((S)-2-hydroxy-3-((R)-8-(1-methyl-4-oxo-1,4-dihydroquinolin-3-ylsulfonyl)-1-oxa-8-azaspiro[4.5]decan-3-ylamino)propoxy)benzenesulfonamide